C1(CCCCC1)OC(=O)NCCOC(C(=C)C)=O 2-[(Cyclohexyloxycarbonyl)amino]-ethylmethacrylat